1,1,1-trimethylolpropane [3-[4-[4,6-bis(2-hydroxy-4-pentadecyl-phenyl)-1,3,5-triazin-2-yl]-3-hydroxy-phenoxy]-2-hydroxy-propyl]2-methylprop-2-enoate OC1=C(C=CC(=C1)CCCCCCCCCCCCCCC)C1=NC(=NC(=N1)C1=C(C=C(C=C1)CCCCCCCCCCCCCCC)O)C1=C(C=C(OCC(COC(C(=C)C)=O)O)C=C1)O.C(O)C(CC)(CO)CO